C(C1=CC=CC=C1)OCC1CCC(CC1)C(=O)NC=1C=NC(=CC1I)Br 4-(benzyloxymethyl)-N-(6-bromo-4-iodo-3-pyridyl)cyclohexanecarboxamide